OCC1=CC=C(C=C1)C=1N=CC(=NC1C1=CC=CC=C1)N1CCN(CC1)C(=O)C1=CC=CC=C1 (4-(5-(4-(hydroxymethyl)phenyl)-6-phenylpyrazin-2-yl)piperazin-1-yl)(phenyl)methanone